1-(5-chloro-2-methoxy-4-((1S,3S)-3-(trifluoromethyl)cyclobutyl)phenyl)-N-(isoxazol-3-yl)-2-oxo-1,2-dihydroquinoline-6-sulfonamide ClC=1C(=CC(=C(C1)N1C(C=CC2=CC(=CC=C12)S(=O)(=O)NC1=NOC=C1)=O)OC)C1CC(C1)C(F)(F)F